FC1=CC=C(C=C1)C(=O)N1C2=C(NC3=C(C1)C=NN3C)C=CC=C2 (4-fluorophenyl)(1-methyl-4,10-dihydrobenzo[b]pyrazolo[3,4-e][1,4]diazepin-5(1H)-yl)methanone